O1C(OCCC1)C1=C(C(=CC(=C1)\C=C\C1=CC=C(C=C1)N1CCCC1)F)O (E)-2-(1,3-dioxan-2-yl)-6-fluoro-4-(4-(pyrrolidin-1-yl)styryl)phenol